4-((4-(7-(3-amino-4-nitrophenoxy)-8-chloroquinoxalin-2-yl)-1H-pyrazol-1-yl)methyl)piperidine-1-carboxylic acid tert-butyl ester C(C)(C)(C)OC(=O)N1CCC(CC1)CN1N=CC(=C1)C1=NC2=C(C(=CC=C2N=C1)OC1=CC(=C(C=C1)[N+](=O)[O-])N)Cl